4-hydroxy-1,5-naphthyridine-3-carboxylic acid OC1=C(C=NC2=CC=CN=C12)C(=O)O